C(C)(C)N1C(=NC=2C=NC(=CC21)C2=CNC1=NC=C(C=C12)NC1=CC(=NC=C1)N1CCN(CC1)C)C 3-(1-isopropyl-2-methyl-1H-imidazo[4,5-c]pyridin-6-yl)-N-(2-(4-methylpiperazin-1-yl)pyridin-4-yl)-1H-pyrrolo[2,3-b]pyridin-5-amine